CC=1C=CC=C2N(CCN(C12)C(=O)OC(C)(C)C)C1=CC2=C(N=C(N=C2)S(=O)C)NC1=O tert-butyl 8-methyl-4-(2-methylsulfinyl-7-oxo-8H-pyrido[2,3-d]pyrimidin-6-yl)-2,3-dihydroquinoxaline-1-carboxylate